1-ISOPROPYL-1H-PYRROL-3-YLBORONIC ACID C(C)(C)N1C=C(C=C1)B(O)O